2-((8-chloroquinolin-2-yl)amino)nicotinic acid ClC=1C=CC=C2C=CC(=NC12)NC1=C(C(=O)O)C=CC=N1